tris-(2-hydroxyethyl)-1,3,5-triazine-2,4,6-trione triacrylate C(C=C)(=O)O.C(C=C)(=O)O.C(C=C)(=O)O.OCCN1C(N(C(N(C1=O)CCO)=O)CCO)=O